C1(=CC=C(C=C1)CN1CC2N(CC1)C(CN(C2=O)CC2=NC=CC=C2)=O)C2=CC=CC=C2 2-([1,1'-biphenyl]-4-ylmethyl)-8-(pyridine-2-ylmethyl)hexahydro-2H-pyrazino[1,2-a]pyrazine-6,9-dione